C(C)N1N=C(C2=C1C(NCC1(CCOCC1)C2)=O)C[C@H](COC(=O)C=2C=NN(C2)C)C 1-Methylpyrazole-4-carboxylic acid [(2R)-3-(1-ethyl-8-oxo-spiro[6,7-dihydro-4H-pyrazolo[3,4-c]azepin-5,4'-tetrahydropyran]-3-yl)-2-methyl-propyl] ester